CC1=NC2=CC=CC=C2C(=N1)SCC(=O)C1=CC=CS1 5-(2-((2-methylquinazolin-4-yl)thio)acetyl)thiophen